5-mercapto-2-phenyl-2,4-dihydro-3H-1,2,4-triazol-3-one SC=1NC(N(N1)C1=CC=CC=C1)=O